CC1=NC=CC(=C1)C(C#N)C1=NC=CC(=C1)C(F)(F)F 2-(2-methylpyridin-4-yl)-2-(4-(trifluoromethyl)pyridin-2-yl)acetonitrile